6-((2S,5R)-4-((5-fluoro-6-(trifluoromethyl)pyridin-2-yl)(4-fluorophenyl)methyl)-2,5-dimethylpiperazin-1-yl)-2-hydrazineyl-8-methyl-9-(((S)-tetrahydrofuran-2-yl)methyl)-9H-purine FC=1C=CC(=NC1C(F)(F)F)C(N1C[C@@H](N(C[C@H]1C)C1=C2N=C(N(C2=NC(=N1)NN)C[C@H]1OCCC1)C)C)C1=CC=C(C=C1)F